6-amino-4-((2-methoxy-3-(2-methyl-2H-1,2,3-triazol-4-yl)phenyl)amino)-N-(methyl-d3)pyridazine-3-carboxamide NC1=CC(=C(N=N1)C(=O)NC([2H])([2H])[2H])NC1=C(C(=CC=C1)C1=NN(N=C1)C)OC